hexadecyl-trimethoxysilane C(CCCCCCCCCCCCCCC)[Si](OC)(OC)OC